3-Ethyl-Benzoic Acid C(C)C=1C=C(C(=O)O)C=CC1